C(C(C)C)N(C=1C=C2OC=3C=C(C(=CC3C3(C2=CC1)OC(C1=CC=CC=C13)=O)NC1=CC=CC=C1)C)CC 6'-(isobutylethylamino)-3'-methyl-2'-phenylamino-spiro[isobenzofuran-1(3H),9'-[9H]xanthene]-3-one